N,N-bis(diphenylphosphoryl)amine C1(=CC=CC=C1)P(=O)(C1=CC=CC=C1)NP(=O)(C1=CC=CC=C1)C1=CC=CC=C1